2,2-dimethylpropionamidine hydrochloride Cl.CC(C(=N)N)(C)C